NCCOCCOCCOCCOC[C@H]1OC[C@H]([C@@H]2[C@H]1OC(O2)(C)C)NC(C)=O N-((3aR,4R,7R,7aR)-4-(13-amino-2,5,8,11-tetraoxatridecyl)-2,2-dimethyltetrahydro-3aH-[1,3]dioxolo[4,5-c]pyran-7-yl)acetamide